FC(C1=NC(=NO1)C1=CC=C(C=C1)NC=O)(F)F N-{4-[5-(trifluoromethyl)-1,2,4-oxadiazol-3-yl]phenyl}carboxamide